C(C)(C)(C)OC(=O)N1[C@@H](CCC1)C1=C2CCNCC2=CC(=C1)C1=CC(=CN1)C (S)-5-(5-(1-(tert-butoxycarbonyl)pyrrolidin-2-yl)-1,2,3,4-tetrahydroisoquinolin-7-yl)-3-Methyl-1H-pyrrole